CC1(C(=NOC1CC1=NC=CC(=C1)C(F)(F)F)C1=CC=CC=C1)C 4,4-dimethyl-3-phenyl-5-((4-(trifluoromethyl)pyridin-2-yl)methyl)-4,5-dihydroisoxazole